C1(CC1)C1=CC(=NO1)N 5-cyclopropylisoxazol-3-amine